FC1=C(N=CC2=C1N=C(N=C2N2CCOCCC2)OC[C@]21CCCN1C[C@@H](C2)F)C2=CC(OC1=CC=CC=C21)=O 4-(8-fluoro-2-(((2R,7aS)-2-fluorotetrahydro-1H-pyrrolizin-7a(5H)-yl)methoxy)-4-(1,4-oxazepan-4-yl)pyrido[4,3-d]pyrimidin-7-yl)-2H-chromen-2-one